decanoic acid-ethyl ester C(C)OC(CCCCCCCCC)=O